C[C@]12CC(C[C@](CC1)(N2C(=O)OC(C)(C)C)C)=O tert-butyl (1R,5S)-1,5-dimethyl-3-oxo-8-azabicyclo[3.2.1]octane-8-carboxylate